BrC=1C=C2C(C(=COC2=C(C1)C1CC1)C1=CC(=CC=C1)C1(CC(C1)C)C1=NN=CN1C)=O 6-bromo-8-cyclopropyl-3-(3-(3-methyl-1-(4-methyl-4H-1,2,4-triazol-3-yl)cyclobutyl)phenyl)-4H-chromen-4-one